6-(3-chloro-4-ethoxy-5-fluoro-phenyl)-5-[4-[(3S)-1-(3-fluoropropyl)pyrrolidin-3-yl]oxyphenyl]-8,9-dihydro-7H-benzo[7]annulen-2-ol ClC=1C=C(C=C(C1OCC)F)C1=C(C2=C(CCC1)C=C(C=C2)O)C2=CC=C(C=C2)O[C@@H]2CN(CC2)CCCF